ClC1=CC=2N(CN(C(C2C=N1)=O)C=1C(=NC(=CC1)OC)C)C1=C(C=C(C=C1)F)C 7-chloro-1-(4-fluoro-2-methyl-phenyl)-3-(6-meth-oxy-2-methylpyridin-3-yl)-2,3-dihydropyrido[4,3-d]pyrimidin-4(1H)-one